(4R)-5-[(2-chloro-3-fluoro-6-nitrophenyl)amino]-4-methylpentan-1-ol ClC1=C(C(=CC=C1F)[N+](=O)[O-])NC[C@@H](CCCO)C